(5-bromoindol-1-yl)(3,5-dichloro-4-hydroxyphenyl)methanone BrC=1C=C2C=CN(C2=CC1)C(=O)C1=CC(=C(C(=C1)Cl)O)Cl